tert-butyl 4-[(1S)-1-[4-[3-cyano-4-[(3-fluoro-2-pyridyl)sulfanyl]pyrazolo[1,5-a]pyridin-6-yl]-5-methylpyrazol-1-yl]ethyl]piperidine-1-carboxylate C(#N)C=1C=NN2C1C(=CC(=C2)C=2C=NN(C2C)[C@@H](C)C2CCN(CC2)C(=O)OC(C)(C)C)SC2=NC=CC=C2F